tert-butyl{[(2R)-4-{4-[(4-cyclohexylphenyl)amino]-7-oxo-6-(propan-2-yl)-6,7-dihydro-5H-pyrrolo[3,4-d]pyrimidin-2-yl}morpholin-2-yl] methyl}carbamate C(C)(C)(C)OC(NC[C@@H]1CN(CCO1)C=1N=C(C2=C(N1)C(N(C2)C(C)C)=O)NC2=CC=C(C=C2)C2CCCCC2)=O